Cl.CC1=NN2C(C=C(C=C2)N)=N1 2-methyl-[1,2,4]triazolo[1,5-a]pyridin-7-amine HCl salt